8-methylimidazo[1,2-a]pyridine-2-carbaldehyde CC=1C=2N(C=CC1)C=C(N2)C=O